OC(=O)C(F)(F)F.C(C=CC)C1(N(C[C@@H](C1)NC)C(=O)OCC1=CC=CC=C1)C(=O)OCC1=CC=CC=C1 dibenzyl (4R)-2-(but-2-enyl)-4-(methylamino)pyrrolidine-1,2-dicarboxylate TFA salt